2-((4-bromophenyl)sulfonyl)ethanol BrC1=CC=C(C=C1)S(=O)(=O)CCO